6-fluoro-7-{3-[(2-methoxyethoxy)amino]azetidin-1-yl}-4-oxo-1-(1,3-thiazol-2-yl)-1,4-dihydro-1,8-naphthyridine-3-carboxylic acid FC=1C=C2C(C(=CN(C2=NC1N1CC(C1)NOCCOC)C=1SC=CN1)C(=O)O)=O